1-(4-(trifluoromethyl)phenyl)piperidine-4-carboxylic acid FC(C1=CC=C(C=C1)N1CCC(CC1)C(=O)O)(F)F